(3S*)-3-((2-((S)-Amino(4,4-difluorocyclohexyl)methyl)imidazo[1,2-b]pyridazin-7-yl)methyl)-5-(trifluoromethyl)piperidin-2-one N[C@H](C=1N=C2N(N=CC(=C2)C[C@H]2C(NCC(C2)C(F)(F)F)=O)C1)C1CCC(CC1)(F)F |o1:11|